NC=1N=NC(=CC1N1CC2CCC(C1)N2C=2C=C(OCCN1CCN(CC1)C(=O)OCC1=CC=CC=C1)C=CC2)Cl benzyl 4-[2-[3-[3-(3-amino-6-chloro-pyridazin-4-yl)-3,8-diazabicyclo[3.2.1]octan-8-yl]phenoxy]ethyl]piperazine-1-carboxylate